N1C=C(C2=NC=CC=C21)\C=C/2\C(N(C(O2)=O)CC)=O (Z)-5-((1H-pyrrolo[3,2-b]pyridine-3-yl)methylene)-3-ethyloxazolidine-2,4-dione